2-(dimethylamino)-N-methyl-N-(4-nitrophenyl)acetamide CN(CC(=O)N(C1=CC=C(C=C1)[N+](=O)[O-])C)C